ClC1=C(C=CC=C1OC)C1=C(C=CC=C1)S 2-Chloro-3-methoxyphenylthiophenol